O1C(=CC=C1)C1=NC(=NC(=C1)N1N=NC2=C1C=CC(=C2)OC2=NOC(=N2)C2=CC=CC=C2)N 4-(furan-2-yl)-6-{5-[(5-phenyl-1,2,4-oxadiazol-3-yl)oxy]-1H-1,2,3-benzotriazol-1-yl}pyrimidin-2-amine